C12(CC(C1)C2)N2C[C@H](N(S(C1=C2C=C(C(=C1)O\C=C(\C(=O)O)/F)C1=CC=CC=C1)(=O)=O)C)CCCC (R,Z)-3-((5-(bicyclo[1.1.1]pentan-1-yl)-3-butyl-2-methyl-1,1-dioxido-7-phenyl-2,3,4,5-tetrahydrobenzo[f][1,2,5]thiadiazepin-8-yl)oxy)-2-fluoroacrylic acid